NC(=O)C1=CC=CC2=CN(N=C12)C1=CC=C(C=C1)NC(=O)[C@@H]1C[NH2+]C[C@@H]1C(=O)OC (3S,4R)-3-[({4-[7-(aminocarbonyl)-2H-indazole-2-yl]phenyl}amino)carbonyl]-4-(methoxycarbonyl)pyrrolidinium